diamyl-magnesium C(CCCC)[Mg]CCCCC